ClC1=CC=C(C=N1)OC1=NC(=NC=C1)NCC1=C(N=NN1C)C1=CC=C(C(=N1)C)OC1CCCCC1 (1S,3S)-3-((6-(5-(((4-((6-chloro-pyridin-3-yl)oxy)pyrimidin-2-yl)amino)methyl)-1-methyl-1H-1,2,3-triazol-4-yl)-2-methyl-pyridin-3-yl)oxy)cyclohexane